C(C)OC(=O)C1=NN(C2=NC=C(C=C21)F)C=2SC=CC2F 5-fluoro-1-(3-fluorothiophen-2-yl)-1H-pyrazolo[3,4-b]pyridine-3-carboxylic acid ethyl ester